ClC1=C2C(=NC=C1C1=CNC3=C(C=CC=C13)N1C(CCCC1)=O)NC[C@]21C[C@H](CC1)O 1-(3-((1R,3S)-4'-Chloro-3-hydroxy-1',2'-dihydrospiro[cyclopentane-1,3'-pyrrolo[2,3-b]pyridin]-5'-yl)-1H-indol-7-yl)piperidin-2-one